C(C1=CC=CC=C1)OC(=O)N1C[Si](C[C@H]1C(=O)O)(C)C (R)-1-((Benzyloxy)carbonyl)-3,3-dimethyl-1,3-azasilolidine-5-carboxylic acid